ClC1=C(CN(S(=O)(=O)C2=C(C(=C(C(=C2F)F)F)F)F)[C@@H](C(=O)N(CC2=CC(=CC(=C2)C2CC2)C2CC2)C2=C(C=C(C(=O)O)C=C2)OC2CC2)C)C=CC(=C1)F (R)-4-(2-(N-(2-chloro-4-fluorobenzyl)-(2,3,4,5,6-pentafluorophenyl)sulfonamido)-N-(3,5-dicyclopropylbenzyl)propanamido)-3-cyclopropoxybenzoic acid